4-(4-Fluorobenzyl)-N-(3-(4-fluorophenoxy)-5-(4-(methylcarbamoyl)phenoxy)phenyl)piperazine-1-carboxamide FC1=CC=C(CN2CCN(CC2)C(=O)NC2=CC(=CC(=C2)OC2=CC=C(C=C2)C(NC)=O)OC2=CC=C(C=C2)F)C=C1